NC1=CC(=C(OC2=C3C(=NC=C2)N(C=C3C3=CC2CCC(C3)N2C(=O)OC(C)(C)C)COCC[Si](C)(C)C)C(=C1)F)F tert-butyl 3-[4-(4-amino-2,6-difluorophenoxy)-1-{[2-(trimethylsilyl)ethoxy]methyl}-1H-pyrrolo[2,3-b]pyridin-3-yl]-8-azabicyclo[3.2.1]oct-2-ene-8-carboxylate